C(N)(OCC(C1=CN=C2N1C=C(C=C2)C2=C(C=C(C=C2)F)OCCC=2C(=NN(C2C)C)C(N(C)OC)=O)C(C)(C)C)=O (tert-butyl 2-(6-(4-fluoro-2-(2-(3-(methoxy (methyl) carbamoyl)-1,5-dimethyl-1H-pyrazol-4-yl) ethoxy) phenyl) imidazo[1,2-a]pyridin-3-yl) ethyl) carbamate